ClC1=NC=C(C=N1)N1CCN(CC1)C1=NOC(=C1)C(C(=O)OC)C(C)C methyl 2-{3-[4-(2-chloropyrimidin-5-yl)piperazin-1-yl]-1,2-oxazol-5-yl}-3-methylbutanoate